(3R)-3-(1,4-Dimethyl-1H-benzotriazol-5-yl)-3-(7-{[(2S)-7-hydroxy-2-(trifluoromethyl)-2,3-dihydropyrido[2,3-f][1,4]oxazepin-4(5H)-yl]methyl}-1-benzothiophen-5-yl)propanoic acid CN1N=NC2=C1C=CC(=C2C)[C@H](CC(=O)O)C=2C=C(C1=C(C=CS1)C2)CN2C[C@H](OC1=C(C2)N=C(C=C1)O)C(F)(F)F